6-bromo-1-(2-chlorophenyl)-7-cyclopropyl-4-(isoxazol-4-ylamino)-quinazolin-2(1H)-one BrC=1C=C2C(=NC(N(C2=CC1C1CC1)C1=C(C=CC=C1)Cl)=O)NC=1C=NOC1